1-(5-(4-amino-7-(pyridin-4-yl)-7H-pyrrolo[2,3-d]pyrimidin-5-yl)imidazo[1,2-a]pyridin-8-yl)-3-(5-(1-(trifluoromethyl)-cyclopropyl)isoxazol-3-yl)urea NC=1C2=C(N=CN1)N(C=C2C2=CC=C(C=1N2C=CN1)NC(=O)NC1=NOC(=C1)C1(CC1)C(F)(F)F)C1=CC=NC=C1